tert-butyl N-cyclopropyl-N-[1-[6-[7-pyrazol-1-yl-1-(2-trimethylsilylethoxymethyl) indazol-4-yl]-1,2,4-triazin-3-yl]pyrrolidin-3-yl]carbamate C1(CC1)N(C(OC(C)(C)C)=O)C1CN(CC1)C=1N=NC(=CN1)C1=C2C=NN(C2=C(C=C1)N1N=CC=C1)COCC[Si](C)(C)C